N=1C=CN2C1C(=CC=C2)N imidazo[1,2-a]pyridine-8-amine